C(C)C(COC(=O)C1=C(NC=2C[C@H](CC(C2[C@@H]1C1=CC(=CC=C1)O)=O)C1=C(C=CC=C1)OC)C)CC (4S,7R)-4-(3-hydroxyphenyl)-7-(2-methoxyphenyl)-2-methyl-5-oxo-1,4,5,6,7,8-hexahydroquinoline-3-carboxylic acid 2-ethylbutyl ester